N1N=CC(=C1)C=1C2=C(C(=NC1)NCC=1C=C(C(=O)NCC3=CC=C(C=C3)CN(C)C)C=CC1)CCO2 3-(((7-(1H-Pyrazol-4-yl)-2,3-dihydrofuro[3,2-c]pyridin-4-yl)amino)methyl)-N-(4-((dimethylamino)methyl)benzyl)benzamid